COC(=O)COC(=O)/C=C/C1=CC(=C(C=C1)O)O The molecule is a cinnamate ester obtained by the condensation of trans-caffeic acid with methyl hydroxyacetate. It is isolated from the leaves of Parthenocissus tricuspidata and exhibits antioxidant activity. It has a role as a radical scavenger and a plant metabolite. It is a cinnamate ester, a member of catechols and a methyl ester. It derives from a trans-caffeic acid and a glycolic acid.